BrC1=C(C(=CC(=C1)C(C(F)(F)F)(C(F)(F)F)F)C(F)(F)F)NC(C1=CC(=C(C=C1)F)[N+](=O)[O-])=O N-[2-Bromo-4-(heptafluoroprop-2-yl)-6-(trifluoromethyl)phenyl]-4-fluoro-3-nitrobenzamide